O=C1NC2=NC(=NC=C2N1C(=O)NCCC)S(=O)(=O)CCC 8-oxo-N-propyl-2-propylsulfonyl-purine-7-carboxamide